tert-butyl N-[3-(4-bromo-1-methyl-pyrazol-3-yl)oxypropyl]carbamate BrC=1C(=NN(C1)C)OCCCNC(OC(C)(C)C)=O